O[C@@H]1[C@@H](CC12CCN(CC2)S(=O)(=O)N)[C@@H]2N1C(C3=CC=CC=C23)=CN=C1 (1R,2S)-1-Hydroxy-2-[(5S)-5H-imidazo[4,3-a]isoindol-5-yl]-7-azaspiro[3.5]nonan-7-sulfonamid